(±)-Tert-butyl 2-(4-(1-aminoethyl)phenyl)acetate N[C@H](C)C1=CC=C(C=C1)CC(=O)OC(C)(C)C |r|